delta-glycidoxybutyl-triethoxysilane C(C1CO1)OCCCC[Si](OCC)(OCC)OCC